1-((4-(nitro)phenyl)sulfonyl)piperazine [N+](=O)([O-])C1=CC=C(C=C1)S(=O)(=O)N1CCNCC1